N'-(1-methylheptyl)-N-sec-butyl-methanediimine CC(CCCCCC)N=C=NC(C)CC